BrC=1C(=C(C=C(C1)Cl)C(C(=O)OCC)C(C)=O)O ethyl 2-(3-bromo-5-chloro-2-hydroxyphenyl)-3-oxobutanoate